C(C)(=O)OC1(CCN(CC1)CC1=C(C=C(C=C1C)C1CN(C1)C1=C(C=CC=C1Cl)Cl)C)C [1-[[4-[1-(2,6-dichlorophenyl) azetidin-3-yl]-2,6-dimethyl-phenyl] methyl]-4-methyl-4-piperidinyl] acetate